methyl (1s,4s)-4-{4-oxo-1H,4H,5H-pyrazolo[4,3-c]pyridin-5-yl}cyclohexane-1-carboxylate O=C1N(C=CC2=C1C=NN2)C2CCC(CC2)C(=O)OC